5-(Methoxycarbonylmethyl)uracil COC(=O)CC=1C(NC(NC1)=O)=O